4-(5-chloro-8-hydroxy-7-nitroquinolin-4-yl)-piperazine ClC1=C2C(=CC=NC2=C(C(=C1)[N+](=O)[O-])O)N1CCNCC1